[1-(trifluoromethyl)cyclopropyl]methyl 4-methylbenzenesulfonate CC1=CC=C(C=C1)S(=O)(=O)OCC1(CC1)C(F)(F)F